3,5-dimethyl-pyrazole-4-carboxylic acid CC1=NNC(=C1C(=O)O)C